CS(=O)(=O)[O-].C(C=C)N1C=[N+](C=C1)C 1-allyl-3-methylimidazolium methanesulfonate